C(C)(C)(C)OC(NC[C@@H](C)C1=CC=C(C=C1)CC(C)C)=O (S)-(2-(4-isobutylphenyl)propyl)carbamic acid tert-butyl ester